FC1=CC=C2C(=NC(N(C2=C1F)C)(C)C)C=1C=NC2=CC=CC=C2C1 7,8-difluoro-1,2,2-trimethyl-4-(quinolin-3-yl)-1,2-dihydroquinazoline